N-[(1S)-1-(dicyclopropylmethyl)-2-[[6-fluoro-5-[5-fluoro-1-oxido-4-(trifluoromethyl)pyridin-1-ium-3-yl]-2-pyridyl]amino]-2-oxo-ethyl]-2-isopropyl-pyrazole-3-carboxamide C1(CC1)C([C@@H](C(=O)NC1=NC(=C(C=C1)C=1C=[N+](C=C(C1C(F)(F)F)F)[O-])F)NC(=O)C=1N(N=CC1)C(C)C)C1CC1